2-cyclobutoxy-3,4,5,6-tetrafluoro-N-(3-fluoro-4-methoxyphenyl)benzenesulfonamide C1(CCC1)OC1=C(C(=C(C(=C1F)F)F)F)S(=O)(=O)NC1=CC(=C(C=C1)OC)F